OC=1C=C(C(=N)N)C=C(C1)O 3,5-dihydroxybenzamidine